CC1=C2C(=CC=3C=4C=C(C=CC4N(C13)C)OCCCN1CCCCC1)C=NC=C2 5,6-dimethyl-9-(3-(piperidin-1-yl)propoxy)-6H-pyrido[4,3-b]carbazole